C1(=CC=CC=C1)N1C(=NC2=C1C=CC=C2)C2=CC=CC=C2 4-(1-phenyl-1H-benzo[d]imidazol-2-yl)benzene